C(C)OC(C=C[C@@H](C)[C@H]1CC[C@H]2[C@@H]3C([C@@H]([C@@H]4C[C@@H](CC[C@]4(C)[C@H]3CC[C@]12C)O)CC)=O)=O (3α,5β,6α)-6-ethyl-3-hydroxy-7-oxo-22-cholen-24-oic acid ethyl ester